N1N=NC2=C1C=CC(=C2)NC=2N=CC1=C(N2)N(C(C=C1C)=O)C1CCCC1 2-((1H-benzo[d][1,2,3]triazol-5-yl)amino)-8-cyclopentyl-5-methylpyrido[2,3-d]pyrimidin-7(8H)-one